NC1CCN(CC1)C1=C(C=NC2=CC=C(C=C12)C1=C(C(=CC=C1)F)CNC([O-])=O)C1=CC(=CC(=C1)OC)F N-{2-[4-(4-Aminopiperidin-1-yl)-3-(3-fluoro-5-methoxyphenyl)chinolin-6-yl]-6-fluorophenyl}methylcarbamat